C(C1=CC=CC=C1)OC=1C(=NC2=CC=CN=C2C1)C(=O)O 3-(benzyloxy)-1,5-naphthyridine-2-carboxylic acid